1-(tert-butyl) 3-ethyl 5-methylpyrrolidine-1,3-dicarboxylate CC1CC(CN1C(=O)OC(C)(C)C)C(=O)OCC